[N+](=O)([O-])C1=CC=C(OCCOCCOC2CCN(CC2)C(=O)OC(C)(C)C)C=C1 Tert-butyl 4-[2-[2-(4-nitrophenoxy)ethoxy]ethoxy]piperidine-1-carboxylate